3-[[4-[(E)-3-(4-Methoxy-3-propoxyphenyl)prop-2-enoyl]phenyl]sulfonylamino]propanoic acid COC1=C(C=C(C=C1)/C=C/C(=O)C1=CC=C(C=C1)S(=O)(=O)NCCC(=O)O)OCCC